C(C)N1N=CC(=C1)CN1C(N(C(=C1)C)C1=CC(=CC(=C1)C(F)(F)F)OCC1(CC1)F)=O 1-[(1-ethyl-1H-pyrazol-4-yl)methyl]-3-{3-[(1-fluorocyclopropyl)methoxy]-5-(trifluoromethyl)phenyl}-4-methyl-1,3-dihydro-2H-imidazol-2-one